sodium 3-methyl-1,2,4-oxadiazole-5-carboxylate CC1=NOC(=N1)C(=O)[O-].[Na+]